COC1=CC=C2C(=NC(=NC2=C1)NC1=NC=CC(=N1)OC)C 7-Methoxy-N-(4-methoxypyrimidin-2-yl)-4-methylquinazolin-2-amine